NC(C([C@H](CC1=CC=CC=C1)NC(=O)C=1C(=NN(C1)C)C1=CC=CC=C1)=O)=O (S)-N-(4-AMINO-3,4-DIOXO-1-PHENYLBUTAN-2-YL)-1-METHYL-3-PHENYL-1H-PYRAZOLE-4-CARBOXAMIDE